Cl.ClCCN1CCCCC1 1-(2-chloroethyl)piperidine-hydrochloride